2,5-diaminoquinoline NC1=NC2=CC=CC(=C2C=C1)N